2-methyl-N-[2-(pyridin-3-yl)-1,3-benzoxazol-5-yl]pyridine-4-carboxamide CC1=NC=CC(=C1)C(=O)NC=1C=CC2=C(N=C(O2)C=2C=NC=CC2)C1